O1CPC2=C1C=CC=C2 dihydrobenzo1,3-oxaphosphole